1-1-hydroxyethyldiphosphonic acid OC(C)P(=O)(O)OP(=O)O